ClC=1C=CC2=C(N(C3=C(CC2)C=CC=C3)CCCN(C/C=C/C(=O)OC)C)C1 methyl (E)-4-[3-(3-chloro-10,11-dihydro-5H-dibenzo[b,f]azepin-5-yl)propylmethyl-amino]but-2-enoate